8-bromo-6-chloroimidazo[1,2-b]pyridazine-2-carboxylic acid methyl ester COC(=O)C=1N=C2N(N=C(C=C2Br)Cl)C1